pyrazine-2,5-dicarboxylic acid dichloride N1=C(C=NC(=C1)C(=O)Cl)C(=O)Cl